The molecule is conjugate base of 2-oxopropyl-coenzyme M arising from deprotonation of the sulfonate function. It is a conjugate base of a 2-oxopropyl-CoM. CC(=O)CSCCS(=O)(=O)[O-]